2-bromo-4-(3-nitrophenyl)thiazole BrC=1SC=C(N1)C1=CC(=CC=C1)[N+](=O)[O-]